tert-butyl 2-(4-((4-(4-(2-aminoethoxy)phenyl)piperidin-1-yl)sulfonyl)benzamido)acetate NCCOC1=CC=C(C=C1)C1CCN(CC1)S(=O)(=O)C1=CC=C(C(=O)NCC(=O)OC(C)(C)C)C=C1